FC=1C=C(C2=C(C=C([C@H](O2)C(F)(F)F)C(=O)O)C1)C([2H])([2H])F (S)-6-fluoro-8-(fluoromethyl-d2)-2-trifluoromethyl-2H-benzopyran-3-carboxylic acid